ClS(=O)(=O)C=1C=C(C=CC1)CCNC(=O)C1=CC=C(C=C1)C1=CC=C(C=C1)C1=N[C@H](C=2N(C3=C1C(=C(S3)C)C)C(=NN2)C)CC(=O)OC Methyl {(6S)-4-[4'-({2-[3-(chlorosulfonyl)phenyl]ethyl}carbamoyl) [1,1'-biphenyl]-4-yl]-2,3,9-trimethyl-6H-thieno[3,2-f][1,2,4]triazolo[4,3-a][1,4]diazepin-6-yl}acetate